FC(C(C)(C)OCCNC(=O)NCC1=CC(=NC=C1)OCC(F)(F)F)(F)F 1-(2-((1,1,1-Trifluoro-2-methylpropan-2-yl)oxy)ethyl)-3-((2-(2,2,2-trifluoroethoxy)pyridin-4-yl)methyl)urea